CN(C(C=C)=O)CCCNC(OC(C)(C)C)=O tert-Butyl (3-(N-methylacrylamido)propyl)carbamate